(S)-2-methyl-5,7-dihydrospiro[cyclopenta[b]pyridine-6,4'-piperidine]-5-amine dihydrochloride Cl.Cl.CC1=CC=C2C(=N1)CC1(CCNCC1)[C@@H]2N